COCCOCCOCCOCCOCCOCCOCCOCCOCC(=O)OC(C)(C)C tert-butyl 2,5,8,11,14,17,20,23,26-nonaoxaoctacosan-28-oate